2-((1S,2R)-1-(2-cyano-5-fluorophenyl)-1-(3-fluoro-1-methyl-1H-pyrazol-4-yl)propan-2-yl)-5-hydroxy-N-(isoxazol-4-yl)-1-methyl-6-oxo-1,6-dihydropyrimidine-4-carboxamide C(#N)C1=C(C=C(C=C1)F)[C@H]([C@@H](C)C=1N(C(C(=C(N1)C(=O)NC=1C=NOC1)O)=O)C)C=1C(=NN(C1)C)F